FC1=CC=C(C=C1)N1C=NN(C1=O)CC1=CC(=C(OC(C(=O)OCC)(C)C)C=C1)C Ethyl 2-(4-((4-(4-fluorophenyl)-5-oxo-4,5-dihydro-1H-1,2,4-triazol-1-yl)methyl)-2-methylphenoxy)-2-meth-ylpropionate